Diethylsilyl-bis(tetrahydroindenyl)zirconium dichloride [Cl-].[Cl-].C(C)[SiH](CC)[Zr+2](C1CCC2CC=CC=C12)C1CCC2CC=CC=C12